ClC1=C(C=C(C=C1)NC(=O)N[C@@H](C)C=1N(N=CN1)C1=NC=CC=N1)C 1-(4-chloro-3-methyl-phenyl)-3-[(1S)-1-(2-pyrimidin-2-yl-1,2,4-triazol-3-yl)ethyl]urea